C(C)(C)(C)N1C(CCC1)=O N-tert-butyl-2-pyrrolidone